(3aR,5s,6aS)-2-((5-fluoropyridin-2-yl)methyl)-N-(6-(2,3,5-trifluorophenyl)pyridazin-3-yl)octahydrocyclopenta[c]pyrrol-5-amine FC=1C=CC(=NC1)CN1C[C@@H]2[C@H](C1)CC(C2)NC=2N=NC(=CC2)C2=C(C(=CC(=C2)F)F)F